3-(4-(3-methoxyphenyl)-4H-1,2,4-triazol-3-yl)-2-(6-methyl-4-(trifluoromethyl)pyridin-2-yl)hexahydrocyclopenta[c]pyrrole-1(2H)-one COC=1C=C(C=CC1)N1C(=NN=C1)C1C2C(C(N1C1=NC(=CC(=C1)C(F)(F)F)C)=O)CCC2